C(C)(C)(C)OC(=O)N1CCC(CC1)C=1C=C2C(=C(NC2=C(C1)F)Br)CC 4-(2-bromo-3-ethyl-7-fluoro-1H-indol-5-yl)piperidine-1-carboxylic acid tert-butyl ester